COC(C/C(/C)=N/C1=CC(=NN1CC1=CC=CC=C1)C)=O (E)-3-((1-benzyl-3-methyl-1H-pyrazol-5-yl)imino)butanoic acid methyl ester